C1C(CC2=CC=CC=C12)NC(=O)C1=CC=NC=2N1N=C(C2)B2OC(C(O2)(C)C)(C)C N-indan-2-yl-2-(4,4,5,5-tetramethyl-1,3,2-dioxaborolan-2-yl)pyrazolo[1,5-a]pyrimidine-7-carboxamide